(3S)-3-({2-[5-fluoro-2-(trifluoromethoxy)phenyl][1,2,4]triazolo[1,5-c]quinazolin-5-yl}amino)azepan-2-one FC=1C=CC(=C(C1)C1=NN2C(=NC=3C=CC=CC3C2=N1)N[C@@H]1C(NCCCC1)=O)OC(F)(F)F